furyl-phosphaphenanthrene O1C(=CC=C1)C1=PC=2C=CC3=CC=CC=C3C2C=C1